N-[5-(difluoromethyl)pyridin-2-yl]-6-(morpholin-4-yl)-4-(piperazin-1-yl)pyridin-2-amine FC(C=1C=CC(=NC1)NC1=NC(=CC(=C1)N1CCNCC1)N1CCOCC1)F